4-amino-7-[(1S,2R)-2-fluorocyclopropyl]-1-[(3R)-tetrahydropyran-3-yl]pyrido[2,3-d]pyrimidin-2-one NC=1C2=C(N(C(N1)=O)[C@H]1COCCC1)N=C(C=C2)[C@H]2[C@@H](C2)F